tert-Butyl (3-cyano-7-fluoro-4-(5-fluoro-3-(4-((R)-2-hydroxypropyl)octahydro-1H-pyrrolo[3,2-b]pyridin-1-yl)-7,9-dihydrofuro[3,4-f]quinazolin-6-yl)thieno[3,2-c]pyridin-2-yl)carbamate C(#N)C1=C(SC2=C1C(=NC=C2F)C=2C1=C(C=3C=NC(=NC3C2F)N2CCC3N(CCCC32)C[C@@H](C)O)COC1)NC(OC(C)(C)C)=O